O(P([O-])OP([O-])[O-])CCOCCOCCCC butoxyethoxy-ethyl diphosphite